N1=C(C(=C(C(=C1)[2H])[2H])[2H])[2H] Pyridine-d4